5-(3-methyl-[1,2,4]triazolo[4,3-a]pyridin-6-yl)-N-(2-oxaspiro[3.5]nonan-7-yl)-7H-pyrrolo[2,3-d]pyrimidin-2-amine CC1=NN=C2N1C=C(C=C2)C2=CNC=1N=C(N=CC12)NC1CCC2(COC2)CC1